CCCCC/C(=C\C1=CC=CC=C1)/C=O α-n-amylcinnamaldehyde